3-ISOPROPYLHEPTYL ACETATE C(C)(=O)OCCC(CCCC)C(C)C